2-((1-(tert-butoxycarbonyl)-2-(3,4-dimethoxyphenyl)-3-isopropyl-1H-indol-5-yl)oxy)acetic acid C(C)(C)(C)OC(=O)N1C(=C(C2=CC(=CC=C12)OCC(=O)O)C(C)C)C1=CC(=C(C=C1)OC)OC